CCCCCC(/C=C/C=C\\CCCCCCCC(=O)[O-])O The molecule is a HODE(1-) that is the conjugate base of 13-HODE, obtained by deprotonation of the carboxy group; major species at pH 7.3. It derives from a linoleate. It is a conjugate base of a 13-HODE.